3-methylideneoxan-4-one C=C1COCCC1=O